C(C1=CC=CC=C1)N1C2C(CCCCN2CCC1)C 8-benzyl-6-methyl-1,8-diazabicyclo[5.4.0]undecane